C(C1=CC=CC=C1)(=O)C1=CC=C(C=C1)SC1=CC=C(C=C1)C(C(C)(C)O)=O 1-{4-[(4-benzoylphenyl)sulfanyl]phenyl}-2-hydroxy-2-methylpropan-1-one